FC(OC=1C=C(C=CC1)C1=NN(C=2C1=NC=C(C2)C(=O)NC2(CCOCC2)C(C)(C)O)C(C)C)F 3-(3-(difluoromethoxy)phenyl)-N-(4-(2-hydroxypropan-2-yl)tetrahydro-2H-pyran-4-yl)-1-isopropyl-1H-pyrazolo[4,3-b]pyridine-6-carboxamide